tert-butyl (6-((2R,3s)-2-((tert-butoxycarbonyl)amino)-3-fluorobutyl)-2-chloropyrrolo[2,1-f][1,2,4]triazin-4-yl)(4-fluorobenzyl)carbamate C(C)(C)(C)OC(=O)N[C@H](CC=1C=C2C(=NC(=NN2C1)Cl)N(C(OC(C)(C)C)=O)CC1=CC=C(C=C1)F)[C@H](C)F